C(C)(C)(C)C1C(C=CC(C1)=O)=O t-butyl-dihydrobenzoquinone